ClC1=C2C(=NC(=N1)SC)N(N=C2)CC 4-chloro-1-ethyl-6-(methylsulfanyl)-1H-pyrazolo[3,4-d]pyrimidine